3-bromo-6-fluoro-2-(2-hydroxyethyl)-1,8-dimethylquinolin-4(1H)-one BrC1=C(N(C2=C(C=C(C=C2C1=O)F)C)C)CCO